C1(=C2N(C=N1)CCC2)C(C(=O)NC=2SC=CN2)N2C(C1=CC(=CC(=C1C2)F)C2=CC=C(C=C2)N2CCC(CC2)NC)=O 2-(6,7-dihydro-5H-pyrrolo[1,2-c]imidazol-1-yl)-2-(4-fluoro-6-(4-(4-(methylamino)piperidin-1-yl)phenyl)-1-oxoisoindolin-2-yl)-N-(thiazol-2-yl)acetamide